bromodiheptylindole BrC1=C2C(=C(NC2=CC=C1)CCCCCCC)CCCCCCC